The molecule is a sulfur oxoanion. It is a conjugate base of a dithionous acid. It is a conjugate acid of a dithionite(2-). OS(=O)S(=O)[O-]